4-bromo-2,6-dichloroaniline BrC1=CC(=C(N)C(=C1)Cl)Cl